methyl 5-(tert-butoxycarbonylamino)-6-[5-[2,2,2-trifluoro-1-[2-fluoro-5-(3-oxopropyl)phenyl]-1-hydroxy-ethyl]-1,3,4-oxadiazol-2-yl]-3-(trifluoromethyl)pyridine-2-carboxylate C(C)(C)(C)OC(=O)NC=1C=C(C(=NC1C=1OC(=NN1)C(C(F)(F)F)(O)C1=C(C=CC(=C1)CCC=O)F)C(=O)OC)C(F)(F)F